5-(3-methoxyphenyl)thio-3-(1,4,5,6,7,8,9-heptahydroquinolizin-2-yl)-benzofuran COC=1C=C(C=CC1)SC=1C=CC2=C(C(=CO2)C=2CC3CCCCN3CC2)C1